ethyl (S)-2-(tert-butoxy)-2-(7-(4-chlorophenyl)-5-methyl-2-(1-methyl-3-(1-(1-propionylazetidin-3-yl)piperidin-4-yl)-1H-indazol-5-yl)benzo[d]thiazol-6-yl)acetate C(C)(C)(C)O[C@H](C(=O)OCC)C1=C(C2=C(N=C(S2)C=2C=C3C(=NN(C3=CC2)C)C2CCN(CC2)C2CN(C2)C(CC)=O)C=C1C)C1=CC=C(C=C1)Cl